(3R)-3-(2-chlorothiazol-5-yl)-8-ethyl-5-oxo-6-phenyl-2,3-dihydrothiazolo[3,2-a]pyrimidine ClC=1SC(=CN1)[C@H]1CSC2N1C(C(=CN2CC)C2=CC=CC=C2)=O